CC1=NOC(=N1)C1=C(C=CC=C1)C(=O)N1[C@@H]2[C@@H](C[C@H](C1)C2)NC2=NC=C(C=C2)C(F)(F)F (2-(3-methyl-1,2,4-oxadiazol-5-yl)phenyl)((1S,4S,6R)-6-((5-(trifluoromethyl)pyridin-2-yl)amino)-2-azabicyclo[2.2.1]heptan-2-yl)methanone